The molecule is a class of mycolic acids characterized by the presence of two cis cyclopropyl groups in the meromycolic chain. It is an organic molecular entity and a mycolic acid. It is a conjugate acid of an an alpha-mycolate. CCC1CC1CC2CC2C[C@H]([C@@H](CC)C(=O)O)O